COC=1C=2N(C=C(C1)C(=O)NC1=NC(=CC=C1)C(F)(F)F)C=C(N2)CC2COCC2 8-methoxy-2-((tetrahydrofuran-3-yl)methyl)-N-(6-(trifluoromethyl)pyridin-2-yl)imidazo[1,2-a]pyridine-6-carboxamide